tricyclo[5.2.1.0(2,6)]dec-3-en-8-yl acetate C(C)(=O)OC1C2C3CC=CC3C(C1)C2